C(#N)C=1C=C(C=CC1)N1C=C(C2=C1N=CN=C2N2CC(N(CC2C)C(=O)[O-])C)C2=CC=CC=C2 4-(7-(3-cyanophenyl)-5-phenyl-7H-pyrrolo[2,3-d]pyrimidin-4-yl)-2,5-dimethylpiperazine-1-carboxylate